NC(C(=O)O)CC=1N=CNC1 2-Amino-3-(1H-imidazol-4-yl)-propanoic acid